NOC1=CC=C(C=C1)NC(C1=C(C(=C(C=C1)O)O)Cl)=O N-(4-(aminooxy)phenyl)-2-chloro-3,4-dihydroxybenzamide